(cis-2,6-dimethylmorpholino)-2-methyl-N-((R)-1-(2-methyl-3-(trifluoromethyl)phenyl)ethyl)quinazolin-4-amine C[C@@H]1O[C@@H](CN(C1)C1=C2C(=NC(=NC2=CC=C1)C)N[C@H](C)C1=C(C(=CC=C1)C(F)(F)F)C)C